C(CCC#C)(=O)OCC1(N=N1)CO (3-(hydroxymethyl)-3H-diazirin-3-yl)methyl pent-4-ynoate